FC=1C=CC=C2C(=CNC12)C=1C=C(OC1)C(CC(=O)OC)=O Methyl 3-(4-(7-fluoro-1H-indol-3-yl)furan-2-yl)-3-oxopropanoate